COC(C(C)(C)SC=1N=C(C2=C(N1)CCC2)NC2=CC=C(C=C2)C#N)=O 2-((4-((4-cyanophenyl)amino)-6,7-dihydro-5H-cyclopenta[d]pyrimidin-2-yl)thio)-2-methylpropanoic acid methyl ester